CC12C(=O)OC(C1C(CC=C2)=C)=O methyl-endo-methylenetetrahydrophthalic acid anhydride